FC1=C(C=CC(=C1)F)C([15N]1C(C2=CC=CC=C2C1=O)=O)([2H])[2H] 2-((2,4-difluorophenyl)methyl-d2)isoindoline-1,3-dione-15N